OC=1C=C(C=C(C1O)OC)C1=NC2=C(N1)C=CC(=C2)N2CCN(CC2)C(=O)C2=C(C=CC=C2)OC (4-(2-(3,4-dihydroxy-5-methoxyphenyl)-1H-benzo[d]imidazol-5-yl)piperazin-1-yl)(2-methoxyphenyl)methanone